benzyl 4-(3-((3-(hydroxymethyl)-2,4-dioxotetrahydropyrimidin-1(2H)-yl)methyl)-2-oxopyridin-1(2H)-yl)piperidine-1-carboxylate OCN1C(N(CCC1=O)CC=1C(N(C=CC1)C1CCN(CC1)C(=O)OCC1=CC=CC=C1)=O)=O